(Z)-2-(2-(benzo[b]thiophen-2-yl)hydrazineylidene)-2,3-dihydro-1H-inden-1-one S1C2=C(C=C1N\N=C\1/C(C3=CC=CC=C3C1)=O)C=CC=C2